7-{1-[1-(2-Fluorophenyl)-1H-1,2,3-triazol-4-yl]ethyl}-5-[3-(trifluoromethyl)phenyl]-7H-pyrrolo[2,3-d]pyrimidin-4-amine FC1=C(C=CC=C1)N1N=NC(=C1)C(C)N1C=C(C2=C1N=CN=C2N)C2=CC(=CC=C2)C(F)(F)F